[Ge](F)F germanium fluoride